(S)-3,3-dimethyl-2-((5-methyl-1,3,4-oxadiazol-2-yl)amino)butanoic acid CC([C@@H](C(=O)O)NC=1OC(=NN1)C)(C)C